C(C)O[C@@H]1CN(CC1)C1=CC=C(C=C1)C(C)NC 1-(4-((S)-3-ethoxypyrrolidin-1-yl)phenyl)-N-methylethan-1-amine